FC1=C(C=CC(=C1)OC1=CC(=NC=C1)NC=1C=NC=CC1)NC=1C2=C(N=CN1)NC=C2C2CCN(CC2)C(C=C)=O 1-(4-(4-((2-fluoro-4-((2-(pyridin-3-ylamino)pyridin-4-yl)oxy)phenyl)amino)-7H-pyrrolo[2,3-d]pyrimidin-5-yl)piperidin-1-yl)prop-2-en-1-one